Trans-2-((4-(4-(5-chlorothien-2-yl)-5-methyl-4H-1,2,4-triazol-3-yl)cyclohexyl)oxy)pyridine ClC1=CC=C(S1)N1C(=NN=C1C)[C@@H]1CC[C@H](CC1)OC1=NC=CC=C1